ClC1=CC(=C(C=C1)N1N=NC(=C1CO)C)F [3-(4-chloro-2-fluoro-phenyl)-5-methyl-triazol-4-yl]Methanol